C(CCCCCCCC(=O)N)CCCCCCCC(=O)N methylenebiscaprylic acid amide